[N+](=O)([O-])C1=C(C=C(C(=O)NC2=C(C(=O)N[C@@H](CC3=CC=CC=C3)C(=O)N[C@@H](CC3=CC=CC=C3)C(=O)OC)C=CC=C2)C=C1)C(F)(F)F Methyl (2-(4-nitro-3-(trifluoromethyl)benzamido)benzoyl)-L-phenylalanyl-L-phenylalaninate